3-hydroxypropan-1-sulfonamid OCCCS(=O)(=O)N